4-(2,6-dioxo-piperidin-3-yl)benzo-furan O=C1NC(CCC1C1=CC=CC2=C1C=CO2)=O